C(C1=CC=CC=C1)OC(=O)N1CCCC2(CNS(N2)(=O)=O)C1.CNC(C1=CC=C(C=C1)C1=NOC(=N1)C(F)(F)F)=O N-Methyl-4-(5-(trifluoromethyl)-1,2,4-oxadiazol-3-yl)benzamid benzyl-2,2-dioxo-2λ6-thia-1,3,9-triazaspiro[4.5]decane-9-carboxylate